CC(C(C=O)C1N(CCC1C(=O)NC)C(=O)C1[N@@](C1)C(C1=CC=CC=C1)(C1=CC=CC=C1)C1=CC=CC=C1)C 3-methyl-1-oxobutan-2-yl-N-methyl-1-((R)-1-trityl-aziridine-2-carbonyl)pyrrolidine-3-carboxamide